COC1=CC=C(\C=C/2\C(C=C=C2)=O)C=C1 (E)-(3-((E)-4-methoxybenzylidene)-2-oxocyclopentadien)